[4-Chloro-3-{[2,6-dimethyl-4-(2-phenylethoxy)benzoyl]amino}-5-(1-pyrrolidinyl)phenyl]acetic acid ClC1=C(C=C(C=C1N1CCCC1)CC(=O)O)NC(C1=C(C=C(C=C1C)OCCC1=CC=CC=C1)C)=O